6,6-difluorobicyclo[3.1.0]hexan FC1(C2CCCC12)F